ClC1=CC=C(CC2CCC(C2(O)CN2N=CN=C2)(C)CCl)C=C1 5-(4-chlorobenzyl)-2-(chloro-methyl)-2-methyl-1-(1H-1,2,4-triazol-1-ylmethyl)cyclopentanol